2,5-Bis-(5-tert.-butyl-benzoxazol-2-yl)-thiophen C(C)(C)(C)C=1C=CC2=C(N=C(O2)C=2SC(=CC2)C=2OC3=C(N2)C=C(C=C3)C(C)(C)C)C1